COC(=O)C1N(SC2=C1C=CC1=CC=CC=C12)C methyl-2,3-dihydronaphtho[2,1-d]isothiazole-3-carboxylic acid methyl ester